COC1=CC=C(C=C1)CN(C1=NC=NC=C1C=O)CC1=CC=C(C=C1)OC 4-{bis[(4-methoxyphenyl)methyl]amino}pyrimidine-5-carboxaldehyde